C(C)(SCC(CC1=CC=CC=C1)NC(=O)OC(C)(C)C)=O S-(2-((tert-butoxycarbonyl)amino)-3-phenylpropyl) ethanethioate